4-Hydroxy-N-[4-[4-(2-pyridyl)piperazin-1-yl]phenyl]benzamid OC1=CC=C(C(=O)NC2=CC=C(C=C2)N2CCN(CC2)C2=NC=CC=C2)C=C1